NC(C1=C(C=CC(=C1Cl)Cl)O)C1CCNCC1 (2-[amino(piperidin-4-yl)methyl])-3,4-dichlorophenol